ClC=1C=C(O[C@H]2CN(CCC2)C2(CCOCC2)CO)C=CC1 [4-[(3R)-3-(3-chlorophenoxy)-1-piperidinyl]tetrahydropyran-4-yl]methanol